C(CC)NC(=O)C1=CN=C2N1C=CC=C2 N-propylimidazo[1,2-a]pyridine-3-carboxamide